CC1(CCC(CC1)CCN1C(N(N=C1CC1=C(C=CC=C1)C(F)(F)F)C)=O)C 4-(2-(4,4-dimethylcyclohexyl)ethyl)-2-methyl-5-(2-(trifluoromethyl)benzyl)-2,4-dihydro-3H-1,2,4-triazol-3-one